5'-methyl-3-((4-methylpiperazin-1-yl)sulfonyl)-4-pentyl-2'-(prop-1-en-2-yl)-[1,1'-biphenyl] CC=1C=CC(=C(C1)C1=CC=C(C=C1)CCC(CC)S(=O)(=O)N1CCN(CC1)C)C(=C)C